FC(C1=CC=C(C=C1)C(F)(F)F)(F)F 2,5-bis(trifluoromethyl)benzene